7-{3-[(1,5-dimethyl-1H-pyrazol-3-yl)carbamoyl]azetidin-1-yl}-5-methyl-4-oxo-1-(1,3-thiazol-2-yl)-1,4-dihydro-1,8-naphthyridine-3-carboxylic acid CN1N=C(C=C1C)NC(=O)C1CN(C1)C1=CC(=C2C(C(=CN(C2=N1)C=1SC=CN1)C(=O)O)=O)C